N,N'-bis(3-methylphenylamino)-N,N'-bis(phenyl)benzidine CC=1C=C(C=CC1)NN(C1=CC=C(C=C1)C1=CC=C(N(C2=CC=CC=C2)NC2=CC(=CC=C2)C)C=C1)C1=CC=CC=C1